BrC1=C(C=CC(=C1)I)N1C(CCC1)=O 1-(2-bromo-4-iodophenyl)pyrrolidin-2-one